ClC=1N=CC2=C(N1)N(C=C2Cl)CCCOC2=NN(C(=C2[N+](=O)[O-])C)C=2C(=NC=C(C2)F)C 2,5-dichloro-7-(3-((1-(5-fluoro-2-methylpyridin-3-yl)-5-methyl-4-nitro-1H-pyrazol-3-yl)oxy)propyl)-7H-pyrrolo[2,3-d]pyrimidine